2-(1-cyclopropyl-3-(2-(4,5-dimethyl-2H-1,2,3-triazol-2-yl)propan-2-yl)-1H-pyrazol-5-yl)-N4-(ethyl-d5)-5-(trifluoromethyl)pyrimidine-2,4-diamine C1(CC1)N1N=C(C=C1C1(NC=C(C(=N1)NC(C([2H])([2H])[2H])([2H])[2H])C(F)(F)F)N)C(C)(C)N1N=C(C(=N1)C)C